C1(=CCCCC1)CCNC(CN1N=C(C=CC1=O)C1=C(C=C(C=C1)OC)F)=O N-(2-(cyclohex-1-en-1-yl)ethyl)-2-(3-(2-fluoro-4-methoxyphenyl)-6-oxopyridazin-1(6H)-yl)acetamide